gadolinium tetra-carboxyporphyrin C(=O)(O)C1=C2C=CC(C(=C3C=CC(=C(C=4C=CC(=C(C5=CC=C1N5)C(=O)O)N4)C(=O)O)N3)C(=O)O)=N2.[Gd]